O1CCOC12CC=C(CC2)C2=C(C#N)C=CC=C2 2-{1,4-dioxaspiro[4.5]dec-7-en-8-yl}benzonitrile